O1CC(C1)OCC=1C=C2CCN3C(C2=CC1)=CC=NC3=O 9-(oxetan-3-yloxymethyl)-6,7-dihydro-pyrimido[6,1-a]isoquinolin-4-one